COC1=C(C=C(C(=C1)CCC)C)CC(C)N 1-(2-methoxy-5-methyl-4-propylphenyl)propan-2-amine